C(C(C)C)C=1OC(=C(N1)C)C 2-isobutyl-4,5-dimethyloxazol